OC=1C=C(C=NC1)C#CC1=C(C=CC=C1)CN1CCNCC1 4-[[2-[2-(5-hydroxypyridin-3-yl)ethynyl]phenyl]methyl]piperazine